tetrapyran methacrylate C(C(=C)C)(=O)O.O1CC=CC=C1.O1CC=CC=C1.O1CC=CC=C1.O1CC=CC=C1